N1N=CC(=C1)OC=1C=C(CNCCCCOCCOC2=C3C=NNC3=CC(=C2)N2C=NN=C2)C=C(C1)OC(F)(F)F N-(3-((1H-pyrazol-4-yl)oxy)-5-(trifluoromethoxy)benzyl)-4-(2-((6-(4H-1,2,4-triazol-4-yl)-1H-indazol-4-yl)oxy)ethoxy)butan-1-amine